3-(9-((4-(aminomethyl)-2,6-diisopropylphenyl)carbamoyl)-4,5-dihydrobenzo[b]thieno[2,3-d]oxepin-8-yl)-6-(propylcarbamoyl)picolinic acid NCC1=CC(=C(C(=C1)C(C)C)NC(=O)C1=CC2=C(OCCC3=C2SC=C3)C=C1C=1C(=NC(=CC1)C(NCCC)=O)C(=O)O)C(C)C